C(#N)[C@]1(O[C@@H]([C@H]([C@H]1O)O)CO)C1=CC=C2C(=NC=NN21)NC(C2=CC=CC=C2)=O N-(7-((2R,3R,4S,5R)-2-cyano-3,4-dihydroxy-5-(hydroxymethyl)tetrahydrofuran-2-yl)pyrrolo[2,1-f][1,2,4]triazin-4-yl)benzamide